BrC1=CC=C(S1)[C@@H](C)N[S@](=O)C(C)(C)C (R)-N-[(1R)-1-(5-bromo-2-thienyl)ethyl]-2-methyl-propane-2-sulfinamide